(RS)-N-(5-(2-methyl-5-(3,3,3-trifluoro-2-hydroxypropoxy)pyridin-4-yl)pyrazolo[1,5-a]pyridin-2-yl)cyclopropanecarboxamide CC1=NC=C(C(=C1)C1=CC=2N(C=C1)N=C(C2)NC(=O)C2CC2)OC[C@H](C(F)(F)F)O |r|